BrC=1C=CC2=C(C(=NC(C(N2)=S)C)C2=C(C=CC=C2)F)C1Cl 7-bromo-6-chloro-5-(2-fluorophenyl)-3-methyl-1,3-dihydro-1,4-benzodiazepine-2-thione